4-OCTEN-3-ONE CCC(C=CCCC)=O